ClC1=NC(=C(C=C1C(C)=O)Cl)Cl 1-(2,5,6-trichloro-3-pyridyl)ethanone